1,1,2-Trichloro-1,2,2-trichloroethane ClC(C(Cl)(Cl)Cl)(Cl)Cl